5-(3-fluoro-8-((1S,2S)-2-(4-(trifluoromethoxy)phenyl)cyclopropyl)imidazo[1,2-b]pyridazin-6-yl)pyrimidine-2,4(1H,3H)-dione FC1=CN=C2N1N=C(C=C2[C@@H]2[C@H](C2)C2=CC=C(C=C2)OC(F)(F)F)C=2C(NC(NC2)=O)=O